ClC1=C(C(=O)N2[C@@H](CCC2)C2=NC(C(=C3N2CCN(C3=O)CCS(=O)(=O)C3=C(C#N)C=CC=C3)O)=O)C(=CC=C1)Cl (S)-2-((2-(6-(1-(2,6-dichlorobenzoyl)pyrrolidin-2-yl)-9-hydroxy-1,8-dioxo-1,3,4,8-tetrahydro-2H-pyrazino[1,2-c]pyrimidin-2-yl)ethyl)sulfonyl)benzonitrile